ClC1=CC(=C(C=2N1C=CN2)C(=O)NC2=NC(=NC(=C2)C)N2CCC(CC2)(F)F)N2CCC1(CC1)CC2 5-chloro-N-(2-(4,4-difluoropiperidin-1-yl)-6-methylpyrimidin-4-yl)-7-(6-azaspiro[2.5]oct-6-yl)imidazo[1,2-a]pyridine-8-carboxamide